1-(1-((4'-(Dimethylcarbamoyl)-[1,1'-biphenyl]-4-yl)methyl)-1H-indol-5-yl)-5-methyl-1H-pyrazol-3-carboxamid CN(C(=O)C1=CC=C(C=C1)C1=CC=C(C=C1)CN1C=CC2=CC(=CC=C12)N1N=C(C=C1C)C(=O)N)C